FC1(C2CN(CC12)CC=1C=C(C(=O)O)C=CC1)F 3-((6,6-difluoro-3-azabicyclo[3.1.0]hex-3-yl)methyl)benzoic acid